C1=NC=C(C2=CC=CC=C12)S(=O)(=O)C1=CC=C(C=C1)NC(=O)NCC=1C=NC=CC1 1-[4-(isoquinoline-4-sulfonyl)phenyl]-3-(pyridin-3-ylmethyl)urea